ethyl 1-methyl-4-(1-methyl-4-{3-[(1-methylimidazol-2-yl)formamido]propanamido}pyrrole-2-amido)imidazole-2-carboxylate CN1C(=NC(=C1)NC(=O)C=1N(C=C(C1)NC(CCNC(=O)C=1N(C=CN1)C)=O)C)C(=O)OCC